OCC1CN(CC1)C(=O)[O-] 3-(hydroxymethyl)pyrrolidine-1-carboxylate